Ethyl 1-((3,3-difluoro-1-methylcyclobutyl)methyl)-3-(2-fluoropropan-2-yl)-4-(trifluoromethyl)-1H-pyrazole-5-carboxylate FC1(CC(C1)(C)CN1N=C(C(=C1C(=O)OCC)C(F)(F)F)C(C)(C)F)F